C(#N)C(C(=O)[O-])=NO 2-cyano-2-(hydroxyimino)acetate